trans-2-(1-(4-((2,6-dioxopiperidin-3-yl)amino)-2-fluorophenyl)piperidin-4-yl)-2-azaspiro[3.3]heptane-6-carboxylic acid O=C1NC(CCC1NC1=CC(=C(C=C1)N1CCC(CC1)N1CC2(C1)CC(C2)C(=O)O)F)=O